C(#N)CC(=O)N1CCC(=C[C@@H]1C)C1=C2C(=NC(=C1)NC(=O)C1CC1)NC=C2 (S)-N-(4-(1-(2-cyanoacetyl)-6-methyl-1,2,3,6-tetrahydropyridin-4-yl)-1H-pyrrolo[2,3-b]pyridin-6-yl)cyclopropylcarboxamide